The molecule is a lignane that is the demethoxy derivative of (-)-pinoresinol. Isolated from Balanophora abbreviata, it exhibits inhibitory activity against nitric oxide synthase. It has a role as an EC 1.14.13.39 (nitric oxide synthase) inhibitor and a plant metabolite. It is a furofuran, a polyphenol, an aromatic ether and a lignan. It derives from a (-)-pinoresinol. COC1=C(C=CC(=C1)[C@H]2[C@@H]3CO[C@H]([C@@H]3CO2)C4=CC=C(C=C4)O)O